C1(CCCC1)N1C(=CC2=C1N=C(N=C2)NC2=NC=C(C=C2)N2CCN(CC2)CCCO)C(=O)O 7-cyclopentyl-2-{5-[4-(3-hydroxypropyl)-piperazin-1-yl]-pyridin-2-ylamino}-7H-pyrrolo[2,3-d]pyrimidine-6-carboxylic acid